FC1=C(C=C(C=C1)F)[C@@H]1N(CCC1)C1=NC=2N(C=C1)N=CC2C=2NC(=NN2)[C@H](C)O (S)-1-(5-(5-((R)-2-(2,5-difluorophenyl)pyrrolidin-1-yl)pyrazolo[1,5-a]pyrimidin-3-yl)-4H-1,2,4-triazol-3-yl)ethan-1-ol